BrC=1C(=C(C=CC1)CCO)C(C)O 2-(3-bromo-2-(1-hydroxyethyl)phenyl)ethan-1-ol